CS(=O)(=O)O[C@H](CCC1=CC=2N(C=C1F)C=NN2)C [(1S)-3-(6-fluoro-[1,2,4]triazolo[4,3-a]pyridin-7-yl)-1-methyl-propyl] methanesulfonate